C(C)(=O)ON(CCN(OC(C)=O)OC(C)=O)OC(C)=O.[Na] sodium ethylenediamine tetraacetate salt